COC=1C=C2C=3C(CCCC3N(C2=C(C1)C)C1=NC=CC=N1)=O 6-Methoxy-8-methyl-9-(2-pyrimidinyl)-1,2,3,9-tetrahydrocarbazol-4-one